F[Sb-](F)(F)(F)(F)F.C1(=CC=CC=C1)[S+](C1=CC=C(C=C1)SC1=CC=CC=C1)C1=CC=CC=C1 Diphenyl-(4-phenylthiophenyl)sulfonium hexafluoroantimonate